(RS)-4-(2-oxa-7-azaspiro[3.5]non-6-yl)benzoic acid methyl ester COC(C1=CC=C(C=C1)[C@H]1CC2(COC2)CCN1)=O |r|